OC1CCN(CC1)CC=O 2-(4-hydroxypiperidin-1-yl)ethan-1-one